N-(2-(aminomethyl)pyrimidin-4-yl)-1H-indol-3-amine NCC1=NC=CC(=N1)NC1=CNC2=CC=CC=C12